C(C)(C)(C)OC1=CC=C(C=C1)C=1OC2=C(C1)C=CC=C2 2-(4-tert-butoxyphenyl)-1-benzofuran